5'-Methyl-N-(1-methyl-3-(5-(4-methylpiperazin-1-yl)pyridin-2-yl)-1H-pyrazol-4-yl)-[2,3'-bipyridin]-6-carboxamid dihydrochlorid Cl.Cl.CC=1C=C(C=NC1)C1=NC(=CC=C1)C(=O)NC=1C(=NN(C1)C)C1=NC=C(C=C1)N1CCN(CC1)C